C1(CC1)N1C=C(C2=CC=CC=C12)C1=NC(=NC=C1)NC=1C(=CC(=C(C1)NC(C=C)=O)N(C)CCN(C)C)OC N-[5-[[4-(1-cyclopropylindol-3-yl)pyrimidin-2-yl]amino]-2-[2-(dimethylamino)ethyl-methyl-amino]-4-methoxy-phenyl]prop-2-enamide